FC1([C@@H](C1)C(=O)NC1=CC(=C(C=C1)C)C1=NC(=CC=C1)OC)F (1S)-2,2-difluoro-N-[3-(6-methoxypyridin-2-yl)-4-methylphenyl]cyclopropane-1-carboxamide